(1r,4S)-4-amino-N-((S)-1-(4-((4-cyclopropyl-1,5-naphthyridin-3-yl)amino)phenyl)-2,2,2-trifluoroethyl)-N-methylcyclohexane-1-carboxamide NC1CCC(CC1)C(=O)N(C)[C@@H](C(F)(F)F)C1=CC=C(C=C1)NC=1C=NC2=CC=CN=C2C1C1CC1